C(C)(C)(C)OC(=O)N1CCC2(CC1)CCN(CC2)C2=CC(=C(C=C2)[N+](=O)[O-])O.CN2C(OC1=C2C=CC(=C1)N1CCC2(CCN(CC2)C(=O)NCCCCC2=CC=CC=C2)CC1)=O 9-(3-Methyl-2-oxo-1,3-benzoxazol-6-yl)-N-(4-phenylbutyl)-3,9-diazaspiro[5.5]undecane-3-carboxamide tert-Butyl-9-(3-hydroxy-4-nitrophenyl)-3,9-diazaspiro[5.5]undecane-3-carboxylate